C(C)N1N=CC(=C1)CC=1C=C(C=CC1OC1=CC=CC=C1)NC(NC1=CC=CC=C1)=O 3-{3-[(1-Ethyl-1H-pyrazol-4-yl)methyl]-4-phenoxyphenyl}-1-phenylurea